2,4-diamino-6-mercapto-sym-triazine NC1=NC(=NC(=N1)N)S